1-(5-(9-phenyl-8,9-dihydro-6H-pyrido[3',2':4,5]imidazo[2,1-c][1,4]oxazin-2-yl)pyrimidin-2-yl)piperidin-4-ol C1(=CC=CC=C1)C1N2C(COC1)=NC1=C2N=C(C=C1)C=1C=NC(=NC1)N1CCC(CC1)O